1-pentacosanoyl-2-octadecanoyl-sn-glycero-3-phosphocholine C(CCCCCCCCCCCCCCCCCCCCCCCC)(=O)OC[C@@H](OC(CCCCCCCCCCCCCCCCC)=O)COP(=O)([O-])OCC[N+](C)(C)C